3-(2-Chloro-5-fluorophenyl)-2-(4-methoxybenzyl)-4-nitro-2,3,6,8-tetrahydropyrrolo[3,4-e]indole-1,7-dione ClC1=C(C=C(C=C1)F)C1N(C(C2=C3CC(NC3=CC(=C21)[N+](=O)[O-])=O)=O)CC2=CC=C(C=C2)OC